FC=1C=C(OC=2C=CC(=NC2)N2C(C(CC2)(C)C)=O)C=CC1F 1-[5-(3,4-Difluorophenoxy)-2-pyridinyl]-3,3-dimethyl-pyrrolidin-2-one